3-[[6-(difluoromethoxy)-4-[2-(pyrazin-2-ylamino)pyrazolo[1,5-a]pyridin-5-yl]-3-pyridyl]oxy]-2,2-dimethyl-propanenitrile FC(OC1=CC(=C(C=N1)OCC(C#N)(C)C)C1=CC=2N(C=C1)N=C(C2)NC2=NC=CN=C2)F